COC1CCN(CC1)C(C(N1C=NC2=C(C1=S)C=NN2)C2=CC=CC=C2)=O 1-(4-methoxypiperidin-1-yl)-2-phenyl-2-(4-thioxo-1,4-dihydro-5H-pyrazolo[3,4-d]pyrimidin-5-yl)ethan-1-one